5-(3-(hydroxymethyl)azetidin-1-yl)isoindoline-1,3-dione OCC1CN(C1)C=1C=C2C(NC(C2=CC1)=O)=O